Silylalcohol [SiH3]O